(4-bromophenyl)-3,9-diazaspiro[5.5]undecane-3-carboxylic acid tert-butyl ester C(C)(C)(C)OC(=O)N1CC(C2(CC1)CCNCC2)C2=CC=C(C=C2)Br